FC=1C(=C(C(=CC1)F)C=1C(=CNC1C(C1=CC=C(C=C1)OC)=O)C(=O)OC)C methyl 4-(3,6-difluoro-2-methylphenyl)-5-(4-methoxybenzoyl)-1H-pyrrole-3-carboxylate